C12OCC(CC1)(CC2)C=O 2-oxabicyclo[2.2.2]octane-4-carbaldehyde